6-Bromo-2,4,5-trimethyl-4,5-dihydro-2H-[1,2,3]triazolo[4,5-c][1,7]naphthyridine BrC1=NC=CC=2C=3C(C(N(C12)C)C)=NN(N3)C